The molecule is a compound of cobalt and sulfate in which the ratio of cobalt (+2 oxidation state) to sulfate is 1:1. It contains a cobalt(2+). [O-]S(=O)(=O)[O-].[Co+2]